N-(3-methoxy-4-methylphenyl)-4-[4-(1-methyl-1,2,3,6-tetrahydropyridin-4-yl)-2-oxo-2,3-dihydro-1H-1,3-benzodiazol-1-yl]cyclohexane-1-carboxamide COC=1C=C(C=CC1C)NC(=O)C1CCC(CC1)N1C(NC2=C1C=CC=C2C=2CCN(CC2)C)=O